ClC1=C(C=CC=C1)C=1N=C2C=3C=C(C=NC3C=CN2C1C1=CC(=CC(=C1)OC)OC)C=1C=NN(C1)C 2-(2-Chlorophenyl)-3-(3,5-dimethoxyphenyl)-9-(1-methyl-1H-pyrazol-4-yl)imidazo[2,1-f][1,6]naphthyridine